(Z)-9-(Cyclopropylmethyl)-2-(6-(2-fluoro-2-(4-(pyridazin-4-yl)pyrimidin-2-yl)vinyl)-3-(2-fluorophenoxy)-2-(trifluoromethyl)phenyl)-2,9-diazaspiro[5.5]undecane C1(CC1)CN1CCC2(CCCN(C2)C2=C(C(=CC=C2\C=C(\C2=NC=CC(=N2)C2=CN=NC=C2)/F)OC2=C(C=CC=C2)F)C(F)(F)F)CC1